N-[(2S)-1-hydroxypropan-2-yl]-6-(4-methylphenyl)-3-oxo-2-(pyridin-3-yl)-2,3-dihydropyridazine-4-carboxamide OC[C@H](C)NC(=O)C=1C(N(N=C(C1)C1=CC=C(C=C1)C)C=1C=NC=CC1)=O